tert-Butyl ((1s,4s)-4-(2-(methylsulfonyl)-7-oxo-5-((triisopropylsilyl)ethynyl)pyrido[2,3-d]pyrimidin-8(7H)-yl)cyclohexyl)carbamate CS(=O)(=O)C=1N=CC2=C(N1)N(C(C=C2C#C[Si](C(C)C)(C(C)C)C(C)C)=O)C2CCC(CC2)NC(OC(C)(C)C)=O